3-{4-[3-(tert-butoxy)-3-oxopropyl]piperidin-1-yl}propanoic acid C(C)(C)(C)OC(CCC1CCN(CC1)CCC(=O)O)=O